FC1=CC=C(C[N@@+](CCOC(\C=C\C2=CC=C(C=C2)F)=O)(CCO)[O-])C=C1 (S,E)-N-(4-Fluorobenzyl)-2-((3-(4-fluorophenyl)acryloyl)oxy)-N-(2-hydroxyethyl)ethan-1-amine oxide